3-((tert-butyldimethylsilyl)oxy)-2-fluoro-5-methylbenzaldehyde [Si](C)(C)(C(C)(C)C)OC=1C(=C(C=O)C=C(C1)C)F